(Z)-N'-(3-(3-(3-(pentafluoro-sulfaneyl)-5-(trifluoromethyl)phenyl)-1H-1,2,4-triazol-1-yl)acryloyl)cyclopropanecarbohydrazide FS(C=1C=C(C=C(C1)C(F)(F)F)C1=NN(C=N1)\C=C/C(=O)NNC(=O)C1CC1)(F)(F)(F)F